disodium bis(3-sulfopropyl) disulfide S(=O)(=O)(O)CCCSSCCCS(=O)(=O)O.[Na].[Na]